CS(=O)(=O)[O-].C(CCCCCC)[N+]1(CCCC1)CCC 1-Heptyl-1-propylpyrrolidinium methansulfonat